6-(cyclohexylmethyl)-4-hydroxypyridazin-3(2H)-one C1(CCCCC1)CC=1C=C(C(NN1)=O)O